(2R,3S)-2-(3-(5-chloro-1H-benzo[d]imidazol-1-yl)propyl)piperidin-3-ol dihydrochloride Cl.Cl.ClC1=CC2=C(N(C=N2)CCC[C@H]2NCCC[C@@H]2O)C=C1